4-[[3-(2,3-Difluoro-4-methoxyphenyl)imidazo[1,2-a]pyrazin-8-yl]amino]-2-ethyl-N-[2-[[2-[(3S)-3-(hydroxymethyl)piperazin-1-yl]-2-oxoethyl]amino]ethyl]benzamid FC1=C(C=CC(=C1F)OC)C1=CN=C2N1C=CN=C2NC2=CC(=C(C(=O)NCCNCC(=O)N1C[C@H](NCC1)CO)C=C2)CC